CON=C1/C(/CC2=CC=C(C=C12)O)=C/C1=CC=C(C=C1)F ((E)-4-fluorobenzylidene)-6-hydroxy-2,3-dihydro-1H-inden-1-one-O-methyl oxime